N-((1-p-toluenesulfonyl-1H-1,2,3-triazol-4-yl)methyl)-4-(trifluoromethyl)nicotinamide CC1=CC=C(C=C1)S(=O)(=O)N1N=NC(=C1)CNC(C1=CN=CC=C1C(F)(F)F)=O